(E)-N-((5-fluoro-6-(2-(5-methylisoxazol-3-yl)vinyl)-1-(phenylsulfonyl)-1H-indol-2-yl)methyl)-1-methylcyclopropane-1-carboxamide FC=1C=C2C=C(N(C2=CC1\C=C\C1=NOC(=C1)C)S(=O)(=O)C1=CC=CC=C1)CNC(=O)C1(CC1)C